C(#N)C1=CC(=C(COC2=CC=CC(=N2)C2=CC(=C(CC3=NC4=C(N3C[C@H]3OCC3)C=C(C=C4)C(=O)O)C(=C2)F)F)C=C1)F (S)-2-(4-(6-(4-cyano-2-fluorobenzyloxy)pyridin-2-yl)-2,6-difluorobenzyl)-1-(oxetan-2-ylmethyl)-1H-benzo[d]imidazole-6-carboxylic acid